3-(2-acetoxyethyl)thiophene ethyl-4-((1-((tert-butyldimethylsilyl)oxy)-2-methylhex-2-yl)amino)-2-chloro-7-fluoro-1,5-naphthyridine-3-carboxylate C(C)OC(=O)C=1C(=NC2=CC(=CN=C2C1NC(CO[Si](C)(C)C(C)(C)C)(CCCC)C)F)Cl.C(C)(=O)OCCC1=CSC=C1